C(C)OC(C[C@@H](C=1C=C(C=CC1)C1=CC(=C(C=C1)OC)OC)N)=O (S)-3-amino-3-(3',4'-dimethoxybiphenyl-3-yl)propionic acid ethyl ester